B([O-])(O)O.FC(C(=O)O)C(=O)O.FC(C(=O)O)C(=O)O.[Li+] lithium bis(fluoro malonate) borate